BrC=1C=C(C=CC1)C(COCCCCCCNC[C@H](O)C1=CC(=C(C=C1)O)CO)(F)F (R,S)-4-[2-({6-[2-(3-Bromophenyl)-2,2-difluoroethoxy]hexyl}amino)-1-hydroxyethyl]-2-(hydroxymethyl)phenol